4-((6-(4-methylthiazol-2-yl)-4-morpholinopyridin-2-yl)amino)cyclohexan-1-ol methyl-7-amino-1,3,3a,9a-tetrahydrobenzo[b]furo[3,4-e][1,4]dioxine-6-carboxylate CC1OCC2C1OC1=C(O2)C=C(C(=C1)N)C(=O)OC1CCC(CC1)NC1=NC(=CC(=C1)N1CCOCC1)C=1SC=C(N1)C